N-(2-(4,4-difluoropiperidin-1-yl)-6-methylpyrimidin-4-yl)-4-(N-(2-hydroxyethyl)sulfamoyl)-2-((1R,6R)-6-methyl-3-azabicyclo[4.1.0]heptan-3-yl)benzamide FC1(CCN(CC1)C1=NC(=CC(=N1)NC(C1=C(C=C(C=C1)S(NCCO)(=O)=O)N1C[C@@H]2C[C@@]2(CC1)C)=O)C)F